C(C)N(C1=CC=C(C=C1)C1=C2C=C(C(=CC2=CC2=C1C(OC2)=O)OC)OC)C 9-(4-(ethyl(methyl)amino)phenyl)-6,7-dimethoxynaphtho[2,3-c]furan-1(3H)-one